C(C)(C)(C)OC(=O)N(CCCCCCCC/C=C/C(=O)O)C(=O)OC(C)(C)C (E)-11-[bis(tert-butoxycarbonyl)amino]undec-2-enoic acid